N,N,N-trimethyl-3-[(2-methyl-1-oxo-2-propenyl)amino]-1-propanaminium chloride [Cl-].C[N+](CCCNC(C(=C)C)=O)(C)C